C(CC)C1=C(OC2=C(C(=C(C=C2)O)OC2=C(C=CC=C2)CCC)OC2=C(C=CC=C2)CCC)C=CC=C1 tri(propylphenoxy)phenol